C(=C)OC12CC3(CC(CC(C1)C3)C2)COC=C 1-(ethenyloxy)-3-[(ethenyloxy)methyl]tricyclo[3.3.1.13,7]decane